1-(4-(benzyloxy)-2-hydroxyphenyl)ethane-1-one C(C1=CC=CC=C1)OC1=CC(=C(C=C1)C(C)=O)O